BrC1=C(C=C2COC(C2=C1)=O)N1[C@@H](CN(CC1)C(=O)OC(C)(C)C)CO tert-butyl (S)-4-(6-bromo-1-oxo-1,3-dihydroisobenzofuran-5-yl)-3-(hydroxymethyl)piperazine-1-carboxylate